2-(2-(bromomethyl)-6-chlorophenyl)-2,2-difluoroacetic acid ethyl ester C(C)OC(C(F)(F)C1=C(C=CC=C1Cl)CBr)=O